2,6-dimethylenetetrahydro-1H-pyrrolizin C=C1CC2CC(CN2C1)=C